C(CCCCCCC)OCOOCCCCCCC heptyloxy octyloxymethyl ether